3-(4,4-difluoroazepan-1-yl)-N-(3-sulfamoylphenyl)quinoxaline-2-carboxamide FC1(CCN(CCC1)C=1C(=NC2=CC=CC=C2N1)C(=O)NC1=CC(=CC=C1)S(N)(=O)=O)F